5-(4-((4-((4-(4-amino-3-(4-phenoxyphenyl)-1H-pyrazolo(3,4-d)pyrimidin-1-yl)piperidin-1-yl)methyl)piperidin-1-yl)methyl)piperidin-1-yl)-2-(2,6-dioxopiperidin-3-yl)isoindoline-1,3-dione NC1=C2C(=NC=N1)N(N=C2C2=CC=C(C=C2)OC2=CC=CC=C2)C2CCN(CC2)CC2CCN(CC2)CC2CCN(CC2)C=2C=C1C(N(C(C1=CC2)=O)C2C(NC(CC2)=O)=O)=O